CN(C=1N=C(C2=C(N1)CCC2)NC2=NNC1=CC(=CC=C21)[C@@H]2C[C@@]21C(NC2=CC=C(C=C12)OC)=O)C (1R,2S)-2-(3-{[2-(dimethylamino)-6,7-dihydro-5H-cyclopenta[d]pyrimidin-4-yl]amino}-1H-indazol-6-yl)-5'-methoxyspiro[cyclopropane-1,3'-indol]-2'(1'H)-one